2,4-dihydroxybenzoic acid lead salt [Pb+2].OC1=C(C(=O)[O-])C=CC(=C1)O.OC1=C(C(=O)[O-])C=CC(=C1)O